N1=CC=CC2=CC=CC(=C12)S(=O)(=O)Cl Quinoline-8-sulfonyl chloride